1-(2-aminopyridin-4-yl)-6-chloro-7-[(2R)-2-({[3-chloro-6-(dimethylamino)pyridin-2-yl]oxy}methyl)-3-methylpyrrolidin-1-yl]-4-oxoquinoline-3-carboxylic acid NC1=NC=CC(=C1)N1C=C(C(C2=CC(=C(C=C12)N1[C@H](C(CC1)C)COC1=NC(=CC=C1Cl)N(C)C)Cl)=O)C(=O)O